COC1=C(N)C=C(C(=C1)N1CCN(CC1)C)C=1C=NN(C1)C 2-methoxy-5-(1-methyl-1H-pyrazol-4-yl)-4-(4-methylpiperazine-1-yl)aniline